O=C(COC1(CC=C(C(=O)OCCCC)C=C1)C)N1CCCC1 butyl 4-(2-oxo-2-(pyrrolidin-1-yl) ethoxy)-4-methylbenzoate